C(=O)=C(C(=O)O)C(CO)(C)C carbonyl-3,3-dimethyl-4-hydroxybutyric acid